perfluoro-isopropyl chloride FC(C(F)(F)F)(C(F)(F)F)Cl